C1=C(NC=N1)[C@@H]([C@@H](COP(=O)([O-])[O-])O)O The molecule is an organophosphate oxoanion arising from deprotonation of the phosphate OH groups of D-erythro-1-(imidazol-4-yl)glycerol 3-phosphate; major species at pH 7.3. It has a role as a Saccharomyces cerevisiae metabolite. It is a conjugate base of a D-erythro-1-(imidazol-4-yl)glycerol 3-phosphate.